N-(4-methoxyphenyl)-6-piperazine-1-ylpyridazine-3-carboxamide COC1=CC=C(C=C1)NC(=O)C=1N=NC(=CC1)N1CCNCC1